Dichlorine trioxide O=Cl(=O)OCl